2-{[8-(4-amino-3,5-dichlorophenyl)-3-oxo-1H,2H,3H-benzo[e]isoindol-2-yl]methyl}prop-2-enamide NC1=C(C=C(C=C1Cl)C=1C=CC2=C(C=3CN(C(C3C=C2)=O)CC(C(=O)N)=C)C1)Cl